4-(4-(ethylsulfonamido)cyclohex-1-en-1-yl)-1H-pyrrolo[2,3-b]pyridin C(C)S(=O)(=O)NC1CC=C(CC1)C1=C2C(=NC=C1)NC=C2